COC1=NC=C(N=C1C(C)C)C 2-methoxy-3-isopropyl-5-methylpyrazine